COC1=CC=C(C=C1)C=CN1CN(CN(C1)C(Cl)(Cl)Cl)C(Cl)(Cl)Cl 1-{2-(4-methoxyphenyl)vinyl}-3,5-bis(trichloromethyl)-s-triazine